3-[4-(1H-pyrazol-1-ylmethyl)phenyl]-5-(trifluoromethyl)-4,5-dihydro-1,2-oxazol-5-ol N1(N=CC=C1)CC1=CC=C(C=C1)C1=NOC(C1)(O)C(F)(F)F